5,7-Dimethyl-2-phenyl-6-(3-(pyrrolidin-1-yl)phenyl)-2,6-dihydro-1H-pyrrolo[3,4-d]pyridazin-1-one CC=1N(C(=C2C(N(N=CC21)C2=CC=CC=C2)=O)C)C2=CC(=CC=C2)N2CCCC2